N-methyl-diketopiperazine bromide [Br-].CN1C(C(NCC1)=O)=O